2-(2,5-difluoro-4-(6-((2-(methylsulfonyl)isoindolin-5-yl)methoxy)pyridin-2-yl)benzyl)-4-fluoro-1-(2-methoxyethyl)-1H-benzo[d]imidazole-6-carboxylic acid FC1=C(CC2=NC3=C(N2CCOC)C=C(C=C3F)C(=O)O)C=C(C(=C1)C1=NC(=CC=C1)OCC=1C=C3CN(CC3=CC1)S(=O)(=O)C)F